CN(CCN(S(=O)(=O)NC(CC1=C2CCCC2=CC=2CCCC12)=O)C=1C=NN(C1)C)C N-{[2-(Dimethylamino)ethyl](1-methyl-1H-pyrazol-4-yl)sulfamoyl}-2-(1,2,3,5,6,7-hexahydro-s-indacen-4-yl)acetamide